ClC=1C=CC=2C(=NC=C(N2)N2CCC3(CC2)C(C=2C(=NC=C(C2)OC)C3)N)N1 1'-(6-chloropyrido[2,3-b]pyrazin-2-yl)-3-methoxy-5,7-dihydrospiro[cyclopenta[b]pyridin-6,4'-piperidin]-5-amine